methyl 3-bromo-6-((2-((tert-butoxycarbonyl)(methyl)amino)ethyl)carbamoyl)picolinate BrC=1C(=NC(=CC1)C(NCCN(C)C(=O)OC(C)(C)C)=O)C(=O)OC